(rac)-3-(4-chlorobenzyl)-1-(4-methyl-3-(pyridin-4-yl)-1H-pyrazol-5-yl)pyrrolidine-2,5-dione ClC1=CC=C(C[C@H]2C(N(C(C2)=O)C2=C(C(=NN2)C2=CC=NC=C2)C)=O)C=C1 |r|